nickel (II) picolinamide N1=C(C=CC=C1)C(=O)N.[Ni+2]